C1(CC1)C1=NC=NC(=C1C1=NC(=C2NC=NC2=N1)N(C)CC1=NC=C(N=C1)C=1N(C=C(N1)C(F)(F)F)C(C)C)OC 2-(4-cyclopropyl-6-methoxypyrimidin-5-yl)-N-((5-(1-isopropyl-4-(trifluoro-methyl)-1H-imidazol-2-yl)pyrazin-2-yl)methyl)-N-methyl-7H-purin-6-amine